[Na].[Na].O=C1C(=C(C(C(C1=O)=O)=O)O)O 3,4,5,6-Tetraoxocyclohexene-1,2-diol disodium salt